3-(5-(isoxazol-5-yl)pyridin-3-yl)-4-methoxyphenyl (cyclohexylmethyl)carbamate C1(CCCCC1)CNC(OC1=CC(=C(C=C1)OC)C=1C=NC=C(C1)C1=CC=NO1)=O